2-hydroxyphenylbenzene acrylate C(C=C)(=O)O.OC1=C(C=CC=C1)C1=CC=CC=C1